(2R)-2-(6-{5-chloro-2-[(morpholin-4-yl)amino]pyrimidin-4-yl}-1-oxo-2,3-dihydro-1H-isoindol-2-yl)-N-[(1S)-1-(3-fluoro-5-methoxyphenyl)-2-hydroxyethyl]propionamide ClC=1C(=NC(=NC1)NN1CCOCC1)C1=CC=C2CN(C(C2=C1)=O)[C@@H](C(=O)N[C@H](CO)C1=CC(=CC(=C1)OC)F)C